FC1=C(C=CC=C1F)C1=CC(=C(C=C1)OC)NC1=NC=NC2=CC(=C(C=C12)OC1CCN(CC1)C(C=C)=O)OC 1-(4-((4-((2',3'-difluoro-4-methoxy-[1,1'-biphenyl]-3-yl)amino)-7-methoxyquinazoline-6-yl)oxy)piperidin-1-yl)prop-2-en-1-one